C(#N)C1=C(COC1)OS(=O)(=O)C(F)(F)F 4-cyano-2,5-dihydrofuran-3-yl-triflic acid